1-(2-(3-aminopropyl)-3,4-difluorophenyl)-3-(2-bromo-6-methoxypyridin-3-yl)-6-(trifluoromethyl)-2,3-dihydropyrido[3,4-d]pyrimidin-4(1H)-one, hydrochloride salt Cl.NCCCC1=C(C=CC(=C1F)F)N1CN(C(C2=C1C=NC(=C2)C(F)(F)F)=O)C=2C(=NC(=CC2)OC)Br